2-(6-(1H-imidazol-1-yl)pyridazin-3-yl)-6,7-difluoroquinazolin-4(3H)-one N1(C=NC=C1)C1=CC=C(N=N1)C1=NC2=CC(=C(C=C2C(N1)=O)F)F